ClC=1C(=NC(=NC1)NC1=CC2=C(OCCO2)C=C1)NC1=C(C=CC=C1)P(C)(C)=O (2-((5-chloro-2-((2,3-dihydrobenzo[b][1,4]dioxin-6-yl)amino)pyrimidin-4-yl)amino)phenyl)dimethylphosphine oxide